S-Ethyl O-((5-methyl-2-oxo-1,3-dioxol-4-yl)methyl) carbonothioate C(SCC)(OCC=1OC(OC1C)=O)=O